(R)-3-ethyl-piperidine formate C(=O)O.C(C)[C@H]1CNCCC1